NCCNC(=O)C=1C=C(OCC(OCCOCC(=O)O)N=[N+]=[N-])C=CC1 (2-(2-[3-(2-Amino-ethylcarbamoyl)-phenoxy]-1-azido-ethoxy)-ethoxy)-acetic acid